8-fluoro-7-[7-fluoro-3-(methoxymethoxy)-8-[2-(triisopropylsilyl)ethynyl]naphthalen-1-yl]-2-methanesulfonyl-pyrido[4,3-d]pyrimidin-5-ylpyrrolidine-2-carboxamide FC1=C(N=C(C2=C1N=C(N=C2)S(=O)(=O)C)N2C(CCC2)C(=O)N)C2=CC(=CC1=CC=C(C(=C21)C#C[Si](C(C)C)(C(C)C)C(C)C)F)OCOC